CC1(OB(OC1(C)C)C=1C=CC(=NC1)C1(COCC1)C#N)C 3-(5-(4,4,5,5-tetramethyl-1,3,2-dioxaborolan-2-yl)pyridin-2-yl)tetrahydrofuran-3-carbonitrile